COC1=NC=C(C(=N1)OC)C1=CC(=C(N=N1)CN)[C@@H]1[C@H](C1)C(C)C (6-(2,4-Dimethoxypyrimidin-5-yl)-4-((1S,2R)-2-isopropylcyclopropyl)pyridazin-3-yl)methanamine